T-butyliminotris(methylethylamino)tantalum C(C)(C)(C)N=[Ta](N(C)CC)(N(C)CC)N(CC)C